ClC=1C=C(C=2N(N1)C(=NN2)C2CC2)NC2=NC=CC=C2 6-chloro-3-cyclopropyl-N-(2-pyridyl)-[1,2,4]triazolo[4,3-b]pyridazin-8-amine